tert-butyl (4-(4-(4-(3-amino-6-(2-hydroxyphenyl)pyridazin-4-yl) phenyl)piperidin-1-yl)cyclohexyl)carbamate NC=1N=NC(=CC1C1=CC=C(C=C1)C1CCN(CC1)C1CCC(CC1)NC(OC(C)(C)C)=O)C1=C(C=CC=C1)O